6-methoxy-1-methyl-2-(phenylethynyl)-1H-indole COC1=CC=C2C=C(N(C2=C1)C)C#CC1=CC=CC=C1